C1=CSC2=C1C1=CC3=CC=CC=C3C=C1C=C2 anthra-thiophene